CP(=O)(C)C1=C(N)C=CC=C1 2-(dimethylphosphoryl)aniline